2,6-dihydroxyphenylboronic acid OC1=C(C(=CC=C1)O)B(O)O